(S)-N-(1-cyclohexyl-2-((5-(3,5-dimethyl-1H-pyrazol-4-yl)pyridin-2-yl)amino)-2-oxoethyl)-1-(penta-1,4-dien-3-yl)-1H-pyrazole-5-carboxamide C1(CCCCC1)[C@@H](C(=O)NC1=NC=C(C=C1)C=1C(=NNC1C)C)NC(=O)C1=CC=NN1C(C=C)C=C